2-(1-(4-(2,2-Difluorobenzo[d][1,3]dioxan-5-yl)piperazin-1-yl)-1-oxopropan-2-yl)-2H-indazole-7-carboxamide FC1(OCC2=C(O1)C=CC=C2N2CCN(CC2)C(C(C)N2N=C1C(=CC=CC1=C2)C(=O)N)=O)F